N1(CCCC1)C1=C(C=C(C=C1C(F)(F)F)C(F)(F)F)N1S(C2=C(C1)C(=CC=C2)F)(=O)=O N-(2-(pyrrolidin-1-yl)-3,5-ditrifluoromethylphenyl)-4-fluorobenzo[d]isothiazole-1,1-dioxide